C(#N)C=1C(=NC(=C(C1C1CC1)C#N)N1CC(C1)O)SC(C(=O)N)C1=CC=CC=C1 2-((3,5-dicyano-4-cyclopropyl-6-(3-hydroxyazetidin-1-yl)pyridin-2-yl)thio)-2-phenylacetamide